C(C=C)=O n-propenal